C(C)N(C1=CC=C(C=C1)N1C(N=NC1=O)=O)CC 4-(4'-diethylaminophenyl)-1,2,4-triazoline-3,5-dione